3-chloro-5-(((4-(2-((6-(isoxazol-4-yl)-1H-indazol-4-yl)amino)ethoxy)butyl)amino)methyl)benzamide ClC=1C=C(C(=O)N)C=C(C1)CNCCCCOCCNC1=C2C=NNC2=CC(=C1)C=1C=NOC1